NC(C(CCC(=O)OC(C)(C)C)N1C(C2=CC=C(C=C2C1)C=1C=NN(C1C1=CC=CC=C1)CC(F)(F)F)=O)=O tert-Butyl 5-amino-5-oxo-4-(1-oxo-5-(5-phenyl-1-(2,2,2-trifluoroethyl)-1H-pyrazol-4-yl)isoindolin-2-yl)pentanoate